6-(tert-Butylsulfinyl)-2-methoxy-7-phenethyl-7,8-dihydro-1,6-naphthyridin-5(6H)-one C(C)(C)(C)S(=O)N1C(C=2C=CC(=NC2CC1CCC1=CC=CC=C1)OC)=O